C1(=CC=CC=C1)C=1C(N=CC=CC1)C1=CC(=C(C(=C1)OC)OC)OC 3-phenyl-2-(3,4,5-trimethoxyphenyl)-2H-azepine